2H,4H,5H,6H,7H-pyrazolo[3,4-b]Pyridin-6-one N=1NC=C2C1NC(CC2)=O